(2-(1-methyl-1H-pyrazol-5-yl)phenyl)pyridine-2,6-diamine CN1N=CC=C1C1=C(C=CC=C1)C=1C(=NC(=CC1)N)N